4-methylmorpholine-3-carboxylic acid CN1C(COCC1)C(=O)O